ClC1CC2CNNC3N(CN(C(C1)C32)CC3=CC=C(C=C3)OC)CC 7-chloro-12-ethyl-10-[(4-methoxyphenyl)methyl]-2,3,10,12-tetraazatricyclo[7.3.1.05,13]tridecan